1H-pyrazol-4-ylPyrazine-2-carboxamide N1N=CC(=C1)C=1C(=NC=CN1)C(=O)N